CC1=C(N(C2=CC(=CC=C12)C=O)C)C Dimethyl-2-methyl-1H-indole-6-carbaldehyde